N-(5-chloro-6-(2H-1,2,3-triazol-2-yl)pyridin-3-yl)-1-(3-methylquinolin-5-yl)-5-(trifluoromethyl)-1H-pyrazole-4-carboxamide ClC=1C=C(C=NC1N1N=CC=N1)NC(=O)C=1C=NN(C1C(F)(F)F)C1=C2C=C(C=NC2=CC=C1)C